ClC=1C=CC(=C(C1C)C1=CC=C(C=C1)OC)OCC 5-chloro-2-ethoxy-4'-methoxy-6-methyl-[1,1'-biphenyl]